FC(CN(C=1C=C(C=C(C1)F)C#CC(C#N)(C)C)C=1C=2C=C(C=NC2C2=C(N1)N=NN2C)F)F 4-(3-((2,2-difluoroethyl)(7-fluoro-1-methyl-1H-[1,2,3]triazolo[4,5-h][1,6]naphthyridin-5-yl)amino)-5-fluorophenyl)-2,2-dimethylbut-3-ynenitrile